C1(=CC=CC=C1)[B-](C1=CC=CC=C1)(C1=CC=CC=C1)C1=CC=CC=C1.C(C)(C)(C)C1=CC=C(C=C1)[I+]C1=CC=C(C=C1)C(C)(C)C bis(4-tert-butylphenyl)-iodonium tetraphenylborate